2-(3-Cyano-phenyl)-5-trifluoromethyl-2H-pyrazole-3-carboxylic acid (3-[(cyclopropylmethyl-amino)-phenanthren-9-yl-methyl]-phenyl)-amide C1(CC1)CNC(C=1C=C(C=CC1)NC(=O)C=1N(N=C(C1)C(F)(F)F)C1=CC(=CC=C1)C#N)C=1C2=CC=CC=C2C=2C=CC=CC2C1